4-(4-Chlorophenyl)-2,3,9-trimethyl-6H-thieno[3,2-f][1,2,4]triazolo[4,3-a][1,4]diazepin-6-ol ClC1=CC=C(C=C1)C1=NC(C=2N(C3=C1C(=C(S3)C)C)C(=NN2)C)O